methyl 3-(3-chloropropyl)-4-oxopyrrolidine-1-carboxylate ClCCCC1CN(CC1=O)C(=O)OC